FC(C=1C=C(C=CC1)C1CC(N(CC1)C(=O)NC1=C(C=CC=C1)F)=O)F 4-[3-(difluoromethyl)phenyl]-N-(2-fluorophenyl)-2-oxo-piperidinecarboxamide